[Na+].P([O-])(=O)(OP(=O)([O-])OP(=O)([O-])[O-])OC[C@@H]1[C@H]([C@H]([C@@H](O1)N1C(=O)NC(=O)C=C1)OC(C)=O)O.[Na+].[Na+].[Na+] 2'-O-Acetyl-Uridine Triphosphate sodium salt